4,4'-dihydroxydiphenyl sulfide C1=CC(=CC=C1O)SC2=CC=C(C=C2)O